(2S)-3-(3-Borono-5-methylphenyl)-2-[(3R)-pyrrolidin-3-yl]propanoic acid hydrochloride Cl.B(O)(O)C=1C=C(C=C(C1)C)C[C@H](C(=O)O)[C@@H]1CNCC1